Cl.Cl.ClC=1C=NC2=CC=C(C=C2C1NCCC1=CC2=CC=C(C=C2C=C1)C(=O)N1CCN(CC1)C)C#N 3-chloro-4-((2-(6-(4-methylpiperazin-1-carbonyl)naphth-2-yl)ethyl)amino)quinolin-6-carbonitrile dihydrochloride